OC1=C(C=CC(=C1)O)CCC 3-(2',4'-dihydroxyphenyl)-propane